NC1=NC=NC=2C3=C(CC(C12)(C)C)C(=C(C=C3)O[C@@H]3CC[C@H](CC3)NC(OC(C)(C)C)=O)N(S(=O)(=O)C3=C(C=CC=C3)[N+](=O)[O-])CC3(CC3)C#N tert-butyl N-[trans-4-[[4-amino-7-[(1-cyanocyclopropyl)methyl-(2-nitrophenyl)sulfonyl-amino]-5,5-dimethyl-6H-benzo[h]quinazolin-8-yl]oxy]cyclohexyl]carbamate